OC1=C(C=NN1C)C(=O)O 5-Hydroxy-1-methyl-1H-pyrazole-4-carboxylic acid